FC(C(=O)O)(F)F.O[C@@H]1CNCC[C@H]1CNC1=NC=CC(=N1)C1=NC=2N(C=C1)N=CC2C(C)C trans-5-[2-(3-hydroxypiperidin-4-yl)methylaminopyrimidin-4-yl]-3-isopropylpyrazolo[1,5-a]pyrimidine Trifluoroacetate